5-(chloromethyl)-2-(3-chloro-2-pyridyl)pyrazole-3-carboxylic acid ClCC=1C=C(N(N1)C1=NC=CC=C1Cl)C(=O)O